(7-(Tetrahydrofuran-3-yl)isoquinolin-3-yl)methanol O1CC(CC1)C1=CC=C2C=C(N=CC2=C1)CO